OCCCC(=O)[O-] gamma-hydroxy-butyrate